C1=CC=CC=2C3=CC=CC=C3N(C12)CCC(=O)O 3-(carbazol-9-yl)propionic acid